4-hydroxy-4'-chlorochalcone OC1=CC=C(C=C1)\C=C\C(=O)C1=CC=C(C=C1)Cl